OCCOC1=CC=C(C=C1)C1(C2=CC(=CC=C2C=2C=CC(=CC12)C1=CC=CC=C1)C1=CC=CC=C1)C1=CC=C(C=C1)OCCO 9,9-bis[4-(2-hydroxyethoxy)phenyl]-2,7-diphenylfluorene